[Cl-].[Cl-].C(C)(C)(C)C(C(C)(C)C)=[Hf+2](C1=CC=CC=2C3=CC=CC=C3CC12)C1C=CC=C1 di-tert-butylmethylene(cyclopentadienyl)(fluorenyl)hafnium dichloride